FC(C=1C(=C(C=CC1)[C@@H](C)NC=1C=2C(N=C(N1)C)=C(C(N(C2)C2(CC2)CF)=O)N2CC1(C2)CCOCC1)F)F (R)-4-((1-(3-(difluoromethyl)-2-fluorophenyl)ethyl)amino)-6-(1-(fluoromethyl)cyclopropyl)-2-methyl-8-(7-oxa-2-azaspiro[3.5]nonan-2-yl)pyrido[4,3-d]pyrimidine-7(6H)-one